O=C1N(N=CC=C1C(=O)O)C1=C(C=CC=C1)OCC(F)(F)F 3-oxo-2-[2-(2,2,2-trifluoroethoxy)phenyl]-2,3-dihydropyridazine-4-carboxylic Acid